[5-13C]glutamate N[C@@H](CC[13C](=O)[O-])C(=O)[O-]